FC=1C(=NC=CC1)CNC(=O)C=1N=C(SC1)C1(CC(=C2C=C3C=CC=CC3=NC2=C1)C(=O)OC(C)(C)C)C tert-butyl 3-(4-{[(3-fluoropyridin-2-yl) methyl] carbamoyl}-1,3-thiazol-2-yl)-3-methylacridine-1-carboxylate